FC1=C(C=CC=C1OC)C1=C(C(=CC=C1)NC(=O)C=1SC=2CNCCC2N1)C N-(2'-fluoro-3'-methoxy-2-methylbiphenyl-3-yl)-4,5,6,7-tetrahydro[1,3]thiazolo[5,4-c]pyridine-2-carboxamide